COC(CC(=O)C1=NC(=NN1)Br)=O.C(C1CO1)OC[Si](OCC)(OCC)OCC glycidoxymethyl-triethoxysilane methyl-3-(3-bromo-1H-1,2,4-triazol-5-yl)-3-oxo-propionate